NCCS(=O)(=O)OCCCC butyl taurinate